CN(S(=O)(=O)N1CCNCC1)C N,N-dimethylpiperazin-1-sulfonamid